FC=1C=C(C=CC1B1OC(C(O1)(C)C)(C)C)N(C(=O)C1(CC1)C(=O)N)C1=CC=C(C=C1)F N-(3-fluoro-4-(4,4,5,5-tetramethyl-1,3,2-dioxaborolan-2-yl)phenyl)-N-(4-fluorophenyl)cyclopropane-1,1-dicarboxamide